C(N)(=N)N[C@@H](C(C)C)C(=O)O N-amidino-L-valine